tert-butyl-7-amino-3,4-dihydroisoquinoline-2(1H)-carboxylic acid C(C)(C)(C)C1N(CCC2=CC=C(C=C12)N)C(=O)O